quinoline-3-carboxamide N1=CC(=CC2=CC=CC=C12)C(=O)N